C(C)N=S(C(F)(F)F)(=O)C=1C=CC2=C(N=C(O2)C2=NC(=CC=C2S(=O)(=O)CC)C2=NC=CC=N2)C1 ethylimino-[2-(3-ethylsulfonyl-6-pyrimidin-2-yl-2-pyridyl)-1,3-benzooxazol-5-yl]-oxo-(trifluoromethyl)-lambda6-Sulfane